COC(=O)C=1N(C2=C(C=C(C=C2C(C1)=C=O)F)CNC)C 6-Fluoro-1-methyl-8-((methylamino)methyl)-4-carbonyl-1,4-dihydroquinoline-2-carboxylic acid methyl ester